ClC=1C(=C(C=CC1)C=1C=C2C(=NC1)C=NN2)F 6-(3-Chloro-2-fluoro-phenyl)pyrazolo[4,3-b]pyridin